CN1C=C(C2=CC=CC=C12)C1=NC=NC=C1 4-(1-methyl-indole-3-yl)pyrimidine